ClC1(C(=C(C(=C1Cl)Cl)Cl)Cl)Cl HEXACHLOROCYCLOPENTADIENE